N-(5-((4-ethylpiperazin-1-yl)methyl)pyridin-2-yl)-9-isopropylisoxazolo[5,4-H]quinazolin-2-amine C(C)N1CCN(CC1)CC=1C=CC(=NC1)NC1=NC2=C3C(=CC=C2C=N1)ON=C3C(C)C